2-(4-cyclopropyl-1H-1,2,3-triazol-1-yl)-1-((2S,4R)-4-hydroxy-2-(5-(trifluoromethyl)benzo[d]thiazol-2-yl)pyrrolidin-1-yl)-3-methylbutan-1-one C1(CC1)C=1N=NN(C1)C(C(=O)N1[C@@H](C[C@H](C1)O)C=1SC2=C(N1)C=C(C=C2)C(F)(F)F)C(C)C